2-{[(3S,4R)-1-acryloyl-4-methoxypiperidin-3-yl]amino}-N-[(2R)-1-methoxypropan-2-yl]-5H-pyrrolo[2,3-b]pyrazine-7-carboxamide C(C=C)(=O)N1C[C@@H]([C@@H](CC1)OC)NC=1N=C2C(=NC1)NC=C2C(=O)N[C@@H](COC)C